C1=CC=CC=2C3=CC=CC=C3C(C12)COC(=O)N[C@H](C(=O)NCC(=O)OC(C)(C)C)CCCNC(=O)N tert-butyl (S)-(2-((((9H-fluoren-9-yl) methoxy) carbonyl) amino)-5-ureidopentanoyl)glycinate